(1S,8R)-6-(5-methyl-1H-indazol-4-yl)-4-(2-(2-propenoyl)-2,6-diazaspiro[3.4]octan-6-yl)-3-azatricyclo[6.2.1.02,7]undeca-2,4,6-triene-5-carbonitrile CC=1C(=C2C=NNC2=CC1)C=1C(=C(N=C2[C@H]3CC[C@@H](C12)C3)N3CC1(CN(C1)C(C=C)=O)CC3)C#N